Cl.CNC/C=C/C=1C=C2C(=NC1)NC([C@@]21CC2=C(C=NC(=C2)C(=O)OC(C)C)C1)=O isopropyl (R,E)-5'-(3-(methylamino) prop-1-en-1-yl)-2'-oxo-1',2',5,7-tetrahydrospiro[cyclopenta[c]pyridine-6,3'-pyrrolo[2,3-b]pyridine]-3-carboxylate hydrochloride